CN([P@](OC[C@@H]1CN(C[C@@H](O1)N1C(N=C(C=C1)NC(C1=CC=CC=C1)=O)=O)C(C1=CC=CC=C1)(C1=CC=CC=C1)C1=CC=CC=C1)(=O)Cl)C ((2S,6R)-6-(4-Benzamido-2-oxopyrimidin-1(2H)-yl)-4-tritylmorpholin-2-yl)methyl (R)-dimethylphosphoramidochloridate